ClC=1C=C(CCN(CC(COC2=CC=C(C=C2)N(S(=O)(=O)C)C)O)CC2CC2)C=CC1 N-(4-(3-((3-chlorophenethyl)(cyclopropylmethyl)amino)-2-hydroxypropoxy)phenyl)-N-methylmethanesulfonamide